N-(8'-bromo-4'H-spiro[cyclopropane-1,5'-naphtho[2,1-d]isoxazol]-3'-yl)-5-fluoro-2-methoxybenzenesulfonamide BrC1=CC=C2C3(CC=4C(=NOC4C2=C1)NS(=O)(=O)C1=C(C=CC(=C1)F)OC)CC3